(S)-3-((8-(trifluoromethyl)quinolin-5-yl)amino)pyrrolidine-1-carboxylic acid tert-butyl ester C(C)(C)(C)OC(=O)N1C[C@H](CC1)NC1=C2C=CC=NC2=C(C=C1)C(F)(F)F